2-cyclopropyl-7,9-bis(4-(difluoromethoxy)-3-methoxyphenyl)-8H-pyrido[1,2-a]pyrimidin-8-one C1(CC1)C1=NC=2N(C=C1)C=C(C(C2C2=CC(=C(C=C2)OC(F)F)OC)=O)C2=CC(=C(C=C2)OC(F)F)OC